6-methyl-4-(oxan-4-yl)pyridine-3-carboxylic acid CC1=CC(=C(C=N1)C(=O)O)C1CCOCC1